CC1(C(C(CC1)(C(=O)O)C)(CN1N=CN=C1)O)CC1=CC=C(C=C1)Cl.COC(=O)C1CCCC1 Cyclopentane-1-carboxylic acid methyl ester (methyl 3-[(4-chlorophenyl)methyl]-2-hydroxy-1-methyl-2-(1H-1,2,4-triazol-1-ylmethyl)cyclopentan-1-carboxylate)